C(CCCCCCCCCCCCCCC)(=O)OC[C@@H](OC(CCCC(OC)OC)=O)COP(=O)(O)OCCN 1-palmitoyl-2-(5,5-dimethoxyvaleroyl)-sn-glycero-3-phosphoethanolamine